6-chloro-N-(2-fluoro-5-methyl-4-((3-methyl-3H-imidazo[4,5-b]pyridin-6-yl)oxy)phenyl)pyrido[3,2-d]pyrimidin-4-amine ClC=1C=CC=2N=CN=C(C2N1)NC1=C(C=C(C(=C1)C)OC=1C=C2C(=NC1)N(C=N2)C)F